3,6-dibutylnaphthalene-1-sulfonic acid C(CCC)C=1C=C(C2=CC=C(C=C2C1)CCCC)S(=O)(=O)O